3-ethyl-7-((3-fluoro-1-(2-hydroxy-3-methoxypropyl)piperidin-4-yl)amino)thieno[3,2-b]pyridin C(C)C1=CSC=2C1=NC=CC2NC2C(CN(CC2)CC(COC)O)F